bis-(2-triethoxysilylethyl)amine C(C)O[Si](CCNCC[Si](OCC)(OCC)OCC)(OCC)OCC